(2,6-Dichloropyridin-4-yl)methyl 1-aminocyclobutane-1-carboxylate hydrochloride Cl.NC1(CCC1)C(=O)OCC1=CC(=NC(=C1)Cl)Cl